FC1=CC=C(C=C1)C(/C(/C(=O)OCC)=N/O)=O ethyl (Z)-3-(4-fluorophenyl)-2-(hydroxyimino)-3-oxopropionate